1,1-difluorospiro[2.3]hexan-5-amine hydrochloride Cl.FC1(CC12CC(C2)N)F